3-((4-methoxybenzyl)oxy)propan-1-ol COC1=CC=C(COCCCO)C=C1